C[C@@H]1N(CC1)C=1N=C(C2=C(N1)CCC2)C=2C=C(C(=O)NCCNC(OC(C)(C)C)=O)C=CC2 tert-butyl (S)-(2-(3-(2-(2-methylazetidin-1-yl)-6,7-dihydro-5H-cyclopenta[d]pyrimidin-4-yl)benzamido) ethyl)carbamate